NCC1(CCN(CC1)C1=CN=C2C(=N1)NN=C2C2=C(C(=CC=C2)N(C)C)Cl)C 4-(aminomethyl)-1-(3-(2-chloro-3-(dimethylamino)-phenyl)-1H-pyrazolo[3,4-b]pyrazin-6-yl)-4-methylpiperidine